4-fluorophenylethyl iodide FC1=CC=C(C=C1)CCI